1-(4-(1-isopropyl-4-(trifluoromethyl)-1H-imidazol-2-yl)phenyl)ethan-1-one C(C)(C)N1C(=NC(=C1)C(F)(F)F)C1=CC=C(C=C1)C(C)=O